N-(5-(2,6-Dimethoxyphenyl)-6-(6-ethoxypyridin-2-yl)-5H-imidazo[4,5-c]pyridazin-3-yl)-1-(pyrimidin-2-yl)methanesulfonamide COC1=C(C(=CC=C1)OC)N1C(=NC=2N=NC(=CC21)NS(=O)(=O)CC2=NC=CC=N2)C2=NC(=CC=C2)OCC